4-methoxypyridine-3-carboxamide COC1=C(C=NC=C1)C(=O)N